NC=1C(=CC(=C(C(=O)N(C)OC)C1)Br)N1CCC(CC1)CC=C 5-amino-2-bromo-N-methoxy-N-methyl-4-[4-(prop-2-en-1-yl)piperidin-1-yl]benzamide